1,2-bis(3-cyclohexylidene)propane C1CC(CCC1)=CC(C)=C1CCCCC1